C1(CC1)C=1N=NN(C1)[C@H](C(=O)N1[C@@H](C[C@H](C1)O)C(=O)NCC=1N=C(N2C1CCCC2)C(F)(F)F)C(C)(C)C (2S,4r)-1-[(2S)-2-(4-cyclopropyl-triazol-1-yl)-3,3-dimethyl-butyryl]-4-hydroxy-N-[[3-(trifluoromethyl)-5,6,7,8-tetrahydroimidazo[1,5-a]pyridin-1-yl]methyl]pyrrolidine-2-carboxamide